2-{2-[(S)-Benzyloxycarbonylamino(4,4-difluorocyclohexyl)methyl]-4-fluoro-1H-benzimidazol-5-yl}-4,4-difluorobutanoic acid methyl ester COC(C(CC(F)F)C1=C(C2=C(NC(=N2)[C@H](C2CCC(CC2)(F)F)NC(=O)OCC2=CC=CC=C2)C=C1)F)=O